C(C1=CC=CC=C1)C=1NC(=NN1)C(=O)NC1=NC=CC(=C1)C1=C(C=CC(=C1)OCCCCOC)C 5-benzyl-N-(4-(5-(4-methoxybutoxy)-2-methylphenyl)pyridin-2-yl)-4H-1,2,4-triazole-3-carboxamide